ClC1=CC=C(C=C1)C1=CC=C(O1)C(=O)N1C[C@H](CCC1)NS(=O)(=O)C=C N-[(3S)-1-[5-(4-Chlorophenyl)furan-2-carbonyl]piperidin-3-yl]ethene-1-sulfonamide